[N+](=O)([O-])C1=C(C=C(C=C1)OC(F)(F)F)NC=1C=CC(=NC1)NC(OC(C)(C)C)=O tert-butyl (5-((2-nitro-5-(trifluoromethoxy)phenyl)amino)pyridin-2-yl)carbamate